C(C)(C)(C)OC(=O)N=S(=O)(C)C=1OC2=C(C1)C=C(C=C2)C(=O)OC methyl 2-(N-tert-butoxycarbonyl-S-methyl-sulfonimidoyl)benzofuran-5-carboxylate